CN(CC=CC(=O)N1CC(C1)C(=O)N1CC(C1)N1N=CC=C1)C 1-(1-(1-(4-(dimethylamino)but-2-enoyl)azetidine-3-carbonyl)azetidin-3-yl)-1H-pyrazol